FC1=C(C(=C(C=C1OC)OC)F)C1=CC2=C(N=C(N=C2)S(=O)(=O)C)C(=N1)N1CC(C1)(O)C 1-(6-(2,6-difluoro-3,5-dimethoxyphenyl)-2-(methylsulfonyl)pyrido[3,4-d]pyrimidin-8-yl)-3-methylazetidin-3-ol